(2S,5R)-2-(N-(1-Acetylazepan-3-yl) carbamimidoyl)-7-oxo-1,6-diazabicyclo[3.2.1]octan-6-yl hydrogen sulfate S(=O)(=O)(ON1[C@@H]2CC[C@H](N(C1=O)C2)C(NC2CN(CCCC2)C(C)=O)=N)O